C1(CC1)CN1C(=NC2=C(C1=O)C=C(C=N2)F)[C@H](CCC)N2CCN[C@H](CC2)C 3-(cyclopropylmethyl)-6-fluoro-2-((S)-1-((S)-5-methyl-1,4-diazepan-1-yl)butyl)pyrido[2,3-d]pyrimidin-4(3H)-one